N[C@]1([C@@H](CC[C@H](C1)CCB(O)O)CN(C([C@H](C)NC(=O)OC(C)(C)C)=O)C)C(=O)O (1R,2S,5R)-1-Amino-5-(2-boronoethyl)-2-(((S)-2-((tert-butoxycarbonyl)amino)-N-methylpropanamido)methyl)cyclohexane-1-carboxylic acid